C(C)(C)C1=C(NC2=CC=C(C=C12)C1CCNCC1)C=1C=C(C(N(C1)C)=O)C(=C)C 5-(3-isopropyl-5-(piperidin-4-yl)-1H-indol-2-yl)-1-methyl-3-(prop-1-en-2-yl)pyridin-2(1H)-one